ClC1=C(C(=O)NC2=NC=C(C=C2F)C#CC2=CC=CC=C2)C=C(C=C1)NC(=O)C1(CC1)F 2-chloro-5-[(1-fluorocyclopropane-carbonyl)amino]-N-[3-fluoro-5-(2-phenylethynyl)-2-pyridyl]benzamide